C(C)(C)(C)[Si](C)(C)OCC#CC1=C(C=C(C=C1)Cl)B1OC(C(O1)(C)C)(C)C tert-butyl-((3-(4-chloro-2-(4,4,5,5-tetramethyl-1,3,2-dioxaborolan-2-yl)phenyl)prop-2-yn-1-yl)oxy)dimethylsilane